ClC1=CC=C(C=C1)C=1C=C(C(N(N1)C1=C2N(N=C1)CCC2)=O)C(=O)O 6-(4-chlorophenyl)-2-(5,6-dihydro-4H-pyrrolo[1,2-b]pyrazol-3-yl)-3-oxo-2,3-dihydropyridazine-4-carboxylic acid